1,3-dimethylxanthine CN1C(=O)N(C=2N=CNC2C1=O)C